ClC=1C=C(C=CC1)C1=NOC(=N1)C=1C=CC(N(N1)CC1=CC(=NO1)C)=O 6-(3-(3-chlorophenyl)-1,2,4-oxadiazol-5-yl)-2-((3-methylisoxazol-5-yl)methyl)pyridazin-3(2H)-one